CN1C[C@@H]2[C@H](CC1)CCN2C=2SC1=C(N=NC(=C1)C1=C(C=C(C=C1)C=1C=NNC1)O)N2 2-{6-[(3ar,7as)-6-methyl-octahydro-1H-pyrrolo[2,3-c]pyridin-1-yl][1,3]thiazolo[4,5-c]pyridazin-3-yl}-5-(1H-pyrazol-4-yl)phenol